3-[(1-Methylcyclobutyl)methyl]isoxazol-5-amine CC1(CCC1)CC1=NOC(=C1)N